CC1=C(CNC2=NC(=NC=C2C(=O)N)NC=2C=NN(C2)C)C=CC(=C1)Cl 4-[(2-methyl-4-chlorobenzyl)amino]-2-[(1-methyl-1H-pyrazol-4-yl)amino]pyrimidin-5-carboxamide